ClC=1C(=CC(=C(C1)C1=NNC=C1C1=NC2=CC(=CN=C2C=C1)C1=NC=C2N1CCNC2)F)F 2-[3-(5-chloro-2,4-difluoro-phenyl)-1H-pyrazol-4-yl]-7-(5,6,7,8-tetrahydroimidazo[1,5-a]pyrazin-3-yl)-1,5-naphthyridine